acrylic acid dihydroxybenzoate OC=1C(=C(C(=O)O)C=CC1)O.C(C=C)(=O)O